2-[[6-[2-(4-chloro-2-fluoro-phenyl)-2-methyl-1,3-benzodioxol-4-yl]-2-methoxy-3-pyridyl]methyl]-3-(2-methoxyethyl)benzimidazole-5-carboxylic acid ClC1=CC(=C(C=C1)C1(OC2=C(O1)C=CC=C2C2=CC=C(C(=N2)OC)CC=2N(C1=C(N2)C=CC(=C1)C(=O)O)CCOC)C)F